(1S,3S,5S)-N-(1-(3-(aminomethyl)-5-methylphenyl)cyclopropyl)-5-methyl-2-((4-phenoxybutanoyl)glycyl)-2-azabicyclo[3.1.0]hexane-3-carboxamide NCC=1C=C(C=C(C1)C)C1(CC1)NC(=O)[C@H]1N([C@H]2C[C@]2(C1)C)C(CNC(CCCOC1=CC=CC=C1)=O)=O